di(2-octyldodecanol) N-lauroyl-L-glutamate C(CCCCCCCCCCC)(=O)N[C@@H](CCC(=O)O)C(=O)O.C(CCCCCCC)C(CO)CCCCCCCCCC.C(CCCCCCC)C(CO)CCCCCCCCCC